C(CCC)C1C(N(C(CC1C1=NC(N(C(=N1)C1C(C(N(C(C1)(C)C)C)(C)C)CCCC)N)C(CCNCCNCCCN)N)(C)C)C)(C)C (4,6-bis(butyl-1,2,2,6,6-pentamethyl-piperidin-4-yl)-amino-s-triazin-2-yl)-1,10-diamino-4,7-diazadecane